15-[(4-Methoxyphenyl)methyl]-5,7-dioxa-15-azatetracyclo[9.3.1.02,10.04,8]pentadeca-2(10),3,8,13-tetraen-12-one COC1=CC=C(C=C1)CN1C2C=3C=C4OCOC4=CC3C1C(C=C2)=O